(R)-N-(4-(1-(7-(hydroxyamino)-7-oxoheptyl)-4-morpholino-1H-pyrazolo[3,4-d]pyrimidin-6-yl)phenyl)-2-methylmorpholine-4-carboxamide ONC(CCCCCCN1N=CC=2C1=NC(=NC2N2CCOCC2)C2=CC=C(C=C2)NC(=O)N2C[C@H](OCC2)C)=O